rac-benzyl ((2S,3S,4R)-2-cyclopropyl-3-methyl-6-((tetrahydro-2H-pyran-4-yl)oxy)-1,2,3,4-tetrahydroquinolin-4-yl)carbamate C1(CC1)[C@@H]1NC2=CC=C(C=C2[C@@H]([C@H]1C)NC(OCC1=CC=CC=C1)=O)OC1CCOCC1 |r|